N1CCCC2=CC=C(C=C12)NC=1N=C(C2=C(N1)NC=C2)NC2=C(C=CC=C2)P(C)(C)=O (2-(((1,2,3,4-tetrahydroquinolin-7-yl)amino)-7H-pyrrolo[2,3-d]pyrimidin-4-yl)aminophenyl)dimethylphosphine oxide